C(#N)C1=CC=C2C=3C(C4=C(C(C3NC2=C1)(C)C)C=C(C(=C4)CC)N4CCN(CC4)C(=O)OC(C)(C)C)=O tert-butyl 4-(3-cyano-9-ethyl-6,6-dimethyl-11-oxo-6,11-dihydro-5H-benzo[b]carbazol-8-yl)piperazine-1-carboxylate